NCC1=NNC(C2=CC=C(C=C12)C=1C=NN(C1C1=C(C#N)C(=CC(=C1Cl)Cl)OC1CC1)C)=O (M)-2-(4-(4-(aminomethyl)-1-oxo-1,2-dihydrophthalazin-6-yl)-1-methyl-1H-pyrazol-5-yl)-3,4-dichloro-6-cyclopropoxybenzonitrile